ClC=1C(=NC(=NC1)NC1=CC=C(C=C1)N1CCN(CC1)C)NC1=C(C=CC=C1[N+](=O)[O-])F 5-chloro-N4-(2-fluoro-6-nitrophenyl)-N2-(4-(4-methylpiperazin-1-yl)phenyl)pyrimidine-2,4-diamine